9-(Difluoro-methyl)-7-fluoro-1,4,4-trimethyl-8-(1-methyl-1H-pyrrolo[2,3-b]pyridin-3-yl)-5H-[1,2,4]triazolo[4,3-a]quinoxaline FC(C=1C(=C(C=C2NC(C=3N(C12)C(=NN3)C)(C)C)F)C3=CN(C1=NC=CC=C13)C)F